3-[(1H-pyrrol-2-yl)methylidene]-1,3-dihydro-2H-indol-2-one N1C(=CC=C1)C=C1C(NC2=CC=CC=C12)=O